N1=C(C=CC=C1)[C@@H](C)O (1R)-1-pyridin-2-ylethanol